adipic acid dibutylester C(CCC)OC(CCCCC(=O)OCCCC)=O